N-[7-benzyloxy-5-fluoro-6-(1,1,4-trioxo-1,2,5-thiadiazolidin-2-yl)-2-naphthyl]-2-[4-[[1-(2,6-dibenzyloxy-3-pyridyl)-3-methyl-2-oxo-benzimidazol-5-yl]amino]-3-methyl-phenyl]propanamide C(C1=CC=CC=C1)OC1=C(C(=C2C=CC(=CC2=C1)NC(C(C)C1=CC(=C(C=C1)NC1=CC2=C(N(C(N2C)=O)C=2C(=NC(=CC2)OCC2=CC=CC=C2)OCC2=CC=CC=C2)C=C1)C)=O)F)N1S(NC(C1)=O)(=O)=O